CN(C)CC1=C(C(=C(C=C1)O)CN(C)C)CN(C)C tris-(dimethylaminomethyl)-phenol